C(C)(C)(C)OC(N[C@@H](CO)C1=CC(=CC=C1)OC(F)(F)F)=O (R)-(2-hydroxy-1-(3-(trifluoromethoxy)phenyl)ethyl)carbamic acid tert-butyl ester